CC=1C=CC=C2C=CC=C(C12)N1CC=2N=C(N=C(C2CC1)C(C#N)C1NCCNC1)OC[C@H]1N(CCC1)C 7-(8-methylnaphthalen-1-yl)-2-(((S)-1-methyl-pyrrolidin-2-yl)methoxy)-5,6,7,8-tetrahydropyrido[3,4-d]pyrimidin-4-yl-piperazin-2-yl-acetonitrile